CCN(CC)C(=O)CC(=O)N(CC)CC N,N,N',N'-tetraethylmalonamide